5-(methylamino)-1H-indazol CNC=1C=C2C=NNC2=CC1